2,7-diazepin C=1NC=CC=CN1